hydroxyphenyltriazole ammonium salt [NH4+].OC1=C(N=NN1)C1=CC=CC=C1